BrC1=CC2=C(C3(OC2)CN(C3)C(=O)OC(C)(C)C)C=C1 tert-butyl 5'-bromo-3'H-spiro[azetidine-3,1'-[2]benzofuran]-1-carboxylate